2-methylpropan-2-yl 3-[5-amino-6-(2-chloro-5-fluorophenyl)-6-hydroxy-2-methyl-8-oxo-7,8-dihydro-6H-pyrrolo[4,3-g]indazol-3-yl]-3-hydroxyazetidine-1-carboxylate NC1=CC2=C(N(N=C2C2=C1C(NC2=O)(O)C2=C(C=CC(=C2)F)Cl)C)C2(CN(C2)C(=O)OC(C)(C)C)O